FC1(CCN(CC1)C1=CC=CC=2NC=NC21)F 4-(4,4-difluoropiperidin-1-yl)-1H-benzo[d]Imidazole